5-{4-[(2S)-2-(hydroxymethyl)azetidin-1-yl]-3-(trifluoromethyl)phenyl}-3,6-dihydro-2H-1,3,4-oxadiazin-2-one OC[C@H]1N(CC1)C1=C(C=C(C=C1)C1=NNC(OC1)=O)C(F)(F)F